C1=C(C=CC2=CC(=CC=C12)N)N naphthalene-2,6-diamine